CS(=O)(=O)CN1C=C([C@H]2[C@H](O)[C@H](O)[C@@H](CO)O2)C(NC1=O)=O 1-methanesulfonylmethyl-pseudouridine